1-((1S,3R)-3-((5-cyano-4-(1-(2,2-difluoroethyl)-1H-pyrazol-4-yl)pyrimidin-2-yl)amino)cyclohexyl)-1H-imidazo[4,5-c]pyridine-7-carbonitrile C(#N)C=1C(=NC(=NC1)N[C@H]1C[C@H](CCC1)N1C=NC=2C=NC=C(C21)C#N)C=2C=NN(C2)CC(F)F